(5R)-4-{(2R)-3-[(2''R)-2'',3''-dihydrodispiro[[1,3]dioxolane-2,1'-cyclohexane-4',1''-inden]-2''-yl]-2-methylpropoxy}-5-methyl-5,6,7,8-tetrahydroquinoline C12([C@@H](CC3=CC=CC=C13)C[C@H](COC1=CC=NC=3CCC[C@H](C13)C)C)CCC1(CC2)OCCO1